8-(alpha-bromo-butyryloxy)-quinoline BrC(C(=O)OC=1C=CC=C2C=CC=NC12)CC